3-methyl-5-(4,4,5,5-tetramethyl-1,3,2-dioxaborolane-2-yl)-1H-pyrrolo[2,3-b]pyridine CC1=CNC2=NC=C(C=C21)B2OC(C(O2)(C)C)(C)C